C1(=CC=C(C=C1)N1N=C2C=CC=CC2=C1C1=CC=CC=C1)C1=CC=CC=C1 2-([1,1'-Biphenyl]-4-yl)-3-phenyl-2H-indazole